N[C@]1([C@H]2CC[C@@H](C1)N2C=2N(C(C1=C(N2)NN=C1C1=C(C2=C(N(N=C2C=C1)C)Cl)Cl)=O)C)C |r| Rac-6-((1R,2R,4S)-2-amino-2-methyl-7-azabicyclo[2.2.1]heptan-7-yl)-3-(3,4-dichloro-2-methyl-2H-indazol-5-yl)-5-methyl-1,5-dihydro-4H-pyrazolo[3,4-d]pyrimidin-4-one